N(=C=O)CC1CCCC1 1-isocyanatomethyl-cyclopentane